N-((2-((S)-amino(4,4-difluorocyclohexyl)methyl)benzo[d]oxazol-5-yl)(cyclopropyl)methyl)-4,4,4-trifluoro-butanamide N[C@H](C=1OC2=C(N1)C=C(C=C2)C(NC(CCC(F)(F)F)=O)C2CC2)C2CCC(CC2)(F)F